FC1=CC(=C(C=C1)C1NC=C2N=NC(=C21)CC(C)C)C 4-(4-fluoro-2-methylphenyl)-3-isobutyl-4,5-dihydropyrrolo[3,4-c]pyrazol